C(#N)[C@H](CC(=O)O)CC(C)C (S)-3-cyano-5-methyl-hexanoic acid